8-methoxy-5-(tetrahydro-pyran-4-yl)-1H-quinoxalin-2-one COC=1C=CC(=C2N=CC(NC12)=O)C1CCOCC1